C1CN(CCC12CCCCC2)CCCCCCSC2=C1CN(C(C1=CC=C2)=O)C2C(NC(CC2)=O)=O 3-(4-((6-(3-azaspiro[5.5]undecan-3-yl)hexyl)thio)-1-oxoisoindolin-2-yl)piperidine-2,6-dione